4,4-difluoro-N-[(1S)-3-[(1S,5R)-3-(3-methyl-5-propan-2-yl-1,2,4-triazol-4-yl)-8-azabicyclo[3.2.1]octan-8-yl]-1-phenylpropyl]cyclohexane-1-carboxamide FC1(CCC(CC1)C(=O)N[C@@H](CCN1[C@@H]2CC(C[C@H]1CC2)N2C(=NN=C2C(C)C)C)C2=CC=CC=C2)F